C(C)(C)(C)OC(=O)N1CCN(CC1)C1=NC(=CC=C1F)OCC1=C(C=C(C=C1)C#N)F 4-(6-((4-Cyano-2-fluorobenzyl)oxy)-3-fluoropyridin-2-yl)piperazine-1-carboxylic acid tert-butyl ester